Cl.ClCC(=O)N1CCN(CC1)C 1-(2-chloroacetyl)-4-methyl-piperazine hydrochloride